C1(CCC1)[NH3+] Cyclobutylammonium